(-)-6-(difluoromethyl)-8-((1R,2R)-2-hydroxy-2-methylcyclopentyl)-2-((1-((methyl-d3)sulfonyl)piperidin-4-yl)amino)pyrido[2,3-d]pyrimidin-7(8H)-one FC(C1=CC2=C(N=C(N=C2)NC2CCN(CC2)S(=O)(=O)C([2H])([2H])[2H])N(C1=O)[C@H]1[C@](CCC1)(C)O)F